C1(CC1)[C@@]1(NC(NC1=O)=O)CNC(=O)C1=NN(N=C1)C1=NC=C(C=C1F)F N-{[(4R)-4-cyclopropyl-2,5-dioxoimidazolidin-4-yl]methyl}-2-(3,5-difluoropyridin-2-yl)-2H-1,2,3-triazole-4-carboxamide